NC1=C2C(=NC=N1)N(N=C2C2=CC=C(C(=O)NC)C=C2)C(C)C2=NC1=CC=CC=C1C(N2C2CCC2)=O 4-(4-amino-1-(1-(3-cyclobutyl-4-oxo-3,4-dihydro-quinazolin-2-yl)ethyl)-1H-pyrazolo[3,4-d]pyrimidin-3-yl)-N-methylbenzamide